CC(C(=O)O)N(CC(=O)O)CC(=O)O Methylglycine N,N-diacetic acid